COC1=CC=C(C=C1)C(OCCNC([C@H]([C@@H](C)O)NC(CCCCCCCCCCC(=O)OC)=O)=O)(C1=CC=CC=C1)C1=CC=C(C=C1)OC methyl 12-((2s,3r)-1-(2-(bis(4-methoxyphenyl) (phenyl) methoxy) ethylamino)-3-hydroxy-1-oxobutan-2-ylamino)-12-oxododecanoate